3-(4-fluorophenyl)-6-{[2-(1-methylpyrazol-4-yl)-4-pyridyl]oxy}-2H-1,3-benzoxazin-4-one FC1=CC=C(C=C1)N1COC2=C(C1=O)C=C(C=C2)OC2=CC(=NC=C2)C=2C=NN(C2)C